C(C)(C)(C)OCCOCCOCCCC 1-[2-(2-tert-butoxyethoxy)ethoxy]Butane